OC=1C(=CC(=C2C=CC=NC12)C)C(C=1C=NC=CC1)CCOCCOCCOCCOCCC(=O)N ((8-hydroxy-5-methylquinolin-7-yl)(pyridin-3-yl)methyl)-3,6,9,12-tetraoxapentadecan-15-amide